(carbazolylbiphenylyl)(dibenzothiophenyl)triazine C1(=CC=CC=2C3=CC=CC=C3NC12)C=1C(=C(C=CC1)C1=CC=CC=C1)C=1C(=NN=NC1)C1=CC=CC=2SC3=C(C21)C=CC=C3